C=1NC=C2C=CC=CC12 2H-Isoindol